C1(CC1)C1=NC=NC(=C1C1=NN2C(C(=N1)NCC1CCN(CC1)C=1N(C=C(N1)C(F)(F)F)C(C)C)=NC=C2)OC 2-(4-cyclopropyl-6-methoxypyrimidin-5-yl)-N-((1-(1-isopropyl-4-(trifluoromethyl)-1H-imidazol-2-yl)piperidin-4-yl)methyl)imidazo[2,1-f][1,2,4]triazin-4-amine